3-methyl-chromanone CC1C(OC2=CC=CC=C2C1)=O